C(#N)C1(CCNCC1)CNC=1C=2N(C=C(N1)C1=CC=NC=C1)C(=CN2)C 8-[(4-Cyano-piperidin-4-ylmethyl)-amino]-3-methyl-6-pyridin-4-yl-imidazo[1,2-a]pyrazine